7-[7-fluoro-3-(methoxymethoxy)-8-[2-(triisopropylsilyl)ethynyl]naphthalen-1-yl]-4-{6-hydroxy-4-azaspiro[2.5]octan-4-yl}-2-methanesulfinyl-8-methylpyrano[4,3-d]pyrimidin-5-one FC1=CC=C2C=C(C=C(C2=C1C#C[Si](C(C)C)(C(C)C)C(C)C)C1=C(C=2N=C(N=C(C2C(O1)=O)N1C2(CC2)CCC(C1)O)S(=O)C)C)OCOC